Cl.C(C1=CC=CC=C1)N[C@@H]1C[C@@H](OC1)C(=O)OC |r| rac-cis-Methyl 4-(benzylamino)tetrahydrofuran-2-carboxylate hydrochloride